O1C(COCC1)C=1C(=C2N(C=3C=CC=CC3C2=O)C1)C1=CC=C(C=C1)OC 2-(1,4-dioxane-2-yl)-1-(4-methoxyphenyl)-9H-pyrrolo[1,2-a]indol-9-one